N-[4-(2-methyl-1H-indol-3-yl)thiazol-2-yl]-2-(3-methylimidazo[2,1-b]thiazol-6-yl)acetamide CC=1NC2=CC=CC=C2C1C=1N=C(SC1)NC(CC=1N=C2SC=C(N2C1)C)=O